ClC1=CC(=C2C=NN(C2=C1)C1OCCCC1)C#C[Si](C)(C)C 6-chloro-1-(tetrahydro-2H-pyran-2-yl)-4-((trimethylsilyl)ethynyl)-1H-indazole